ClC=1C=CC(=C(C1)C1=CC2=C(OCCN2C2=CC(=NC=C2)NC(CCN2CCN(CC2)C)=O)C=N1)F 7-(5-Chloro-2-fluorophenyl)-1-{2-[3-(4-methylpiperazin-1-yl)propanamido]pyridin-4-yl}-1H,2H,3H-pyrido[3,4-b][1,4]oxazin